C(C1=CC=CC=C1)N1S(C(C(C2=C1N=C(N2C2=CC=CC=C2)SCCC)=O)C2=CC=CC=C2)(=O)=O 1-benzyl-3,5-diphenyl-6-(propylthio)-3,5-dihydroimidazo[4,5-c][1,2]thiazine-4(1H)-one 2,2-dioxide